4-cyclopropyl-2-fluoro-6-methylbenzamide C1(CC1)C1=CC(=C(C(=O)N)C(=C1)C)F